2-(3-(pyrrolidin-1-ylmethyl)phenyl)ethan-1-amine N1(CCCC1)CC=1C=C(C=CC1)CCN